(E)-S-(2-(2-amino-3-methylbutanamido) ethyl) O-(4-(3,5-dimethoxystyryl) phenyl) carbonothioate hydrochloride Cl.C(SCCNC(C(C(C)C)N)=O)(OC1=CC=C(C=C1)C=CC1=CC(=CC(=C1)OC)OC)=O